C(C)N(C(SSC(N(CC)CC)=S)=S)CC tetraethylthiuram disulfide